aluminum-magnesium alloyl-aluminum C(C=C)(=O)[Al].[Mg].[Al]